2,5-dioxo-2,5-dihydro-1H-pyrrol-1-yl hexanoate C(CCCCC)(=O)ON1C(C=CC1=O)=O